N-(5-Chloro-1-(2,6-dimethoxyphenyl)-2-(6-ethoxypyridin-2-yl)-1H-imidazo[4,5-b]pyrazin-6-yl)-1-(5-methylpyrimidin-2-yl)methanesulfonamide ClC=1N=C2C(=NC1NS(=O)(=O)CC1=NC=C(C=N1)C)N(C(=N2)C2=NC(=CC=C2)OCC)C2=C(C=CC=C2OC)OC